Methyl-(S,E)-(7-amino-1-((1-((7-(tert-butoxy)-5-fluoro-1H-benzo[d]imidazol-2-yl)methyl)-2-oxo-1,2-dihydropyridin-3-yl)amino)-1,7-dioxohept-5-en-2-yl)carbamat COC(N[C@H](C(=O)NC=1C(N(C=CC1)CC1=NC2=C(N1)C(=CC(=C2)F)OC(C)(C)C)=O)CC\C=C\C(=O)N)=O